((1-(methylsulfonyl)piperidin-4-yl)methoxy)-4H-pyran-4-one CS(=O)(=O)N1CCC(CC1)COC=1OC=CC(C1)=O